COC(=O)[C@H]1NC[C@@H](CC1)N(OCC1=CC=CC=C1)S(=O)(=O)C1=CC=C(C=C1)[N+](=O)[O-] (2s,5r)-5-(N-benzyloxy-p-nitrobenzenesulfonylamino)-piperidine-2-carboxylic acid methyl ester